FC=1C(=CC=C2C=NN(C12)CC(F)(F)F)[C@@H]1[C@H](C1)C=1C=2N(N=C(C1)C=1C(NC(NC1)=O)=O)C=CN2 5-(8-((1S,2S)-2-(7-fluoro-1-(2,2,2-trifluoroethyl)-1H-indazol-6-yl)cyclopropyl)imidazo[1,2-b]pyridazin-6-yl)pyrimidine-2,4(1H,3H)-dione